[5-Amino-8-furan-2-yl-3-(2-{4-[4-(2-methoxy-ethoxy)-phenyl]-piperazin-1-yl}ethyl)-2-oxo-2,3-dihydro-[1,2,4]triazolo[5,1-i]purin-1-yl]-acetonitrile NC=1N2C(C=3N(C(N(C3N1)CCN1CCN(CC1)C1=CC=C(C=C1)OCCOC)=O)CC#N)=NC(=N2)C=2OC=CC2